ClC=1C(=NC(=NC1)N1CCC2(CC(C2)(F)F)CC1)NC1=CC2=C(N(C(N2CCC(C)(C)O)=O)C)C=C1 5-((5-chloro-2-(2,2-difluoro-7-azaspiro[3.5]non-7-yl)pyrimidin-4-yl)amino)-3-(3-hydroxy-3-methylbutyl)-1-methyl-1,3-dihydro-2H-benzo[d]imidazol-2-one